CN(C(C[C@@H](C(=O)O)NC)=O)C (2S)-4-(dimethylamino)-2-(methylamino)-4-oxo-butanoic acid